N,N-dipropylbenzylamine C(CC)N(CCC)CC1=CC=CC=C1